(2R,3aS,6S,6aR)-6-((2-amino-3-bromoquinolin-7-yl)methyl)-2-(4-isopropyl-7H-pyrrolo[2,3-d]pyrimidin-7-yl)hexahydro-3aH-cyclopenta[b]furan-3,3a-diol NC1=NC2=CC(=CC=C2C=C1Br)C[C@@H]1CC[C@]2([C@@H]1O[C@H](C2O)N2C=CC1=C2N=CN=C1C(C)C)O